Natrium Gluconat O=C([C@H](O)[C@@H](O)[C@H](O)[C@H](O)CO)[O-].[Na+]